4-(2-ethyl-3-isopropyl-2H-indazol-5-yl)-N-(5-((4-ethylpiperazin-1-yl)methyl)pyridin-2-yl)-5-fluoropyrimidin-2-amine C(C)N1N=C2C=CC(=CC2=C1C(C)C)C1=NC(=NC=C1F)NC1=NC=C(C=C1)CN1CCN(CC1)CC